N-(1-methylcyclopropyl)-3-(5-methyl-1,3,4-thiadiazol-2-yl)-1-[(5-methyl-2-thienyl)methyl]-2-oxo-benzimidazole-5-sulfonamide CC1(CC1)NS(=O)(=O)C1=CC2=C(N(C(N2C=2SC(=NN2)C)=O)CC=2SC(=CC2)C)C=C1